C(C)(C)(C)[C@H]1N(CCN(C1C1=CC=CC=C1)C(=O)N1CC2(CCCC2)[C@](CC1)(O)CN1C=NC(=CC1=O)Cl)C(=O)O.OC(COCCO)O hydroxydiethylene glycol tert-butyl-(R)-4-((S)-10-((4-chloro-6-oxopyrimidin-1(6H)-yl)methyl)-10-hydroxy-7-azaspiro[4.5]decane-7-carbonyl)-3-phenylpiperazine-1-carboxylate